CC(C)C1=CC=CC=C1O The molecule is a member of the class of phenols carrying an isopropyl group at position 2. It derives from a hydride of a cumene.